FC1=C(OC2CCN(CC2)C2=NC=C(C=C2[N+](=O)[O-])C)C=CC(=C1)F 2-(4-(2,4-difluorophenoxy)piperidin-1-yl)-5-methyl-3-nitropyridine